9-(4-chloro-2-fluorophenyl)-7-((2S,4R)-2-(1-cyclopropyl-1H-pyrazol-4-yl)tetrahydro-2H-pyran-4-yl)-2,3-dimethyl-4H-pyrido[1,2-a]pyrimidin-4-one ClC1=CC(=C(C=C1)C1=CC(=CN2C1=NC(=C(C2=O)C)C)[C@H]2C[C@H](OCC2)C=2C=NN(C2)C2CC2)F